α-methyl-p-pentoxystyrene CC(=C)C1=CC=C(C=C1)OCCCCC